CN(C1=CC(=CC=C1)N1CCC(CC1)NC)[C@H]1C(NC(CC1)=O)=O (3R)-3-[N-methyl-3-[4-(methylamino)-1-piperidyl]anilino]piperidine-2,6-dione